ClN1NN=NC1=C1N=NN=N1 chloro-bitetrazole